monohydroxyethylquercetin-7-O-glucuronate O=C[C@H](O)[C@@H](O)[C@H](O)[C@H](O)C(=O)OC=1C(=C(C=2C(C(=C(OC2C1)C1=CC(O)=C(O)C=C1)O)=O)O)CCO